FC=1C=C(C=C(C1)F)N1N=C(C(=C1)[C@H]1O[C@@H](C(N1CCC1=CC2=CC(N=C2C=C1)=O)=O)C)C=1C=NC(=CC1)F (2r,5r)-2-(1-(3,5-difluorophenyl)-3-(6-fluoropyridin-3-yl)-1H-pyrazol-4-yl)-5-methyl-3-(2-(2-oxoindol-5-yl)ethyl)oxazolidin-4-one